CC1(CCC(=O)N1C)C The molecule is a member of the class of pyrrolidine-2-ones that is pyrrolidine-2-one in which the hydrogen attached to the nitrogen and both of the hydrogens at position 5 are replaced by methyl groups. It is a N-alkylpyrrolidine and a member of pyrrolidin-2-ones.